(1S,5R,6r)-3-oxabicyclo[3.1.0]hexane-6-carboxylic acid [C@@H]12COC[C@H]2C1C(=O)O